CC1(CN(C2=CC=CC=C12)S(=O)(=O)C1=CC=C(C)C=C1)CCC#N 3-(3-methyl-1-(p-toluenesulfonyl)indolin-3-yl)propionitrile